FC1=CC=C(C=C1)C1=C(N(C=N1)C(C)C)C=1NC(=CN1)C(=O)NC1=CC(=C(C=C1)N1CCN(CC1)C)C 5'-(4-fluorophenyl)-3'-isopropyl-N-(3-methyl-4-(4-methylpiperazin-1-yl)phenyl)-1H,3'H-[2,4'-biimidazole]-5-carboxamide